N-(6-isopropoxypyrazin-2-yl)-3-methyl-5-(4-nitrophenyl)isoxazol-4-amine C(C)(C)OC1=CN=CC(=N1)NC=1C(=NOC1C1=CC=C(C=C1)[N+](=O)[O-])C